OC1[C@H](O)[C@H](O)[C@@H](O)[C@@H](O1)C l-rhamnopyranose